perfluoro-2,5-dimethyl-3,6-dioxaheptanoic acid FC(C(=O)O)(OC(C(OC(F)(F)F)(C(F)(F)F)F)(F)F)C(F)(F)F